ClC=1C=CC(=NC1)N(S(=O)(=O)C(F)(F)F)S(=O)(=O)C(F)(F)F N-(5-chloropyridin-2-yl)-1,1,1-trifluoro-N-((trifluoromethyl)sulfonyl)methanesulfonamide